NC=1NC(C(N1)=O)=C1C2=C(C(NCC1)=O)NC(=C2)Br 4-(2-amino-4-oxo-2-imidazolin-5-ylidene)-2-bromo-4,5,6,7-tetrahydropyrrolo(2,3-c)azepine-8-one